3-(5,6,7,13-Tetrahydro-9-((1-methylethoxy)methyl)-5-oxo-12h-indeno(2,1-a)pyrrolo(3,4-c)carbazol-12-yl)propanol CC(C)OCC=1C=C2C=3C4=C(C5=C(C3N(C2=CC1)CCCO)CC1=CC=CC=C15)C(NC4)=O